4-(hydroxy(2-methoxyphenyl)(4-methoxyphenyl)methyl)phenol OC(C1=CC=C(C=C1)O)(C1=CC=C(C=C1)OC)C1=C(C=CC=C1)OC